(1R,4s)-4-(8-(2-chloro-4-cyano-6-fluorophenylamino)-2-((1S,3R)-3-hydroxycyclohexylamino)-9H-purin-9-yl)cyclohexanecarboxamide ClC1=C(C(=CC(=C1)C#N)F)NC=1N(C2=NC(=NC=C2N1)N[C@@H]1C[C@@H](CCC1)O)C1CCC(CC1)C(=O)N